C(CCCCC)[O-] Hexanolat